ClC=1C(=NC=C(C1)Cl)OC=1C=C(C=CC1)NC(=O)N[C@@H](C)C=1N(N=CN1)C1=NC=CC=N1 1-[3-[(3,5-dichloro-2-pyridyl)oxy]phenyl]-3-[(1S)-1-(2-pyrimidin-2-yl-1,2,4-triazol-3-yl)ethyl]urea